2-(2-(benzyloxy)-4,6-dihydroxy-3-methylbenzoyl)-N-methylisoindoline-4-carboxamide C(C1=CC=CC=C1)OC1=C(C(=O)N2CC=3C=CC=C(C3C2)C(=O)NC)C(=CC(=C1C)O)O